methyl 4-amino-1-(2-methoxy-5-(methoxycarbonyl)benzyl)-1H-pyrazole-5-carboxylate NC=1C=NN(C1C(=O)OC)CC1=C(C=CC(=C1)C(=O)OC)OC